3-methylheptan-1-ol CC(CCO)CCCC